C(C1CO1)OC1=CC=C(C=C1)OCC1CO1 1,4-bis(glycidoxy)benzene